S(C1=C(C=CC=C1C(C)(C)CC(C)(C)C)O)C1=C(C=CC=C1C(C)(C)CC(C)(C)C)O 2,2'-thiobis(3-tert-octylphenol)